C(\C=C\C)(SCCNC(CCNC([C@@H](C(COP(=O)(O)O)(C)C)O)=O)=O)=O (R)-S-(2-(3-(2-hydroxy-3,3-dimethyl-4-(phosphonooxy)butanamido)propanamido)ethyl) (E)-but-2-enethioate